COC([C@H](C(C)C)NC(=O)C1=CN=C(O1)C1=CC(=CC=C1)C1=NN(C(=C1)C(NC(C1CC1)C1CC1)=O)CC(C)(C)O)=O.C1=CC=CC=2C3=CC=CC=C3N(C12)C1=NC(=CC=C1)N1C2=CC=CC=C2C=2C=CC=CC12 2,6-bis(9H-9-carbazolyl)pyridine (S)-Methyl-2-(2-(3-(5-((Dicyclopropylmethyl)Carbamoyl)-1-(2-Hydroxy-2-Methylpropyl)-1H-Pyrazol-3-Yl)Phenyl)Oxazole-5-Carboxamido)-3-Methylbutanoate